6-(4-(2-(Benzyloxy)ethyl)piperidin-1-yl)-3-(2,6-bis(benzyloxy)pyridin-3-yl)-1-methyl-1H-indazole C(C1=CC=CC=C1)OCCC1CCN(CC1)C1=CC=C2C(=NN(C2=C1)C)C=1C(=NC(=CC1)OCC1=CC=CC=C1)OCC1=CC=CC=C1